(R)-3-(3-chloro-4-fluorophenyl)-1-(3-methoxypropyl)-1-((1-oxo-1,2-dihydroisoquinolin-4-yl)methyl)urea ClC=1C=C(C=CC1F)NC(N(CC1=CNC(C2=CC=CC=C12)=O)CCCOC)=O